N,N,N-trimethyl-3-(2-methylallyl-amino)-1-propylammonium chloride [Cl-].C[N+](C)(C)CCCNCC(=C)C